CC1=CC=CC=2OC3=CC(=CC=C3C(C12)NC(=O)C=1C(NC(=C(C1)CCN(C)C)C(F)(F)F)=O)C N-(1,6-dimethyl-9H-xanthen-9-yl)-5-(2-(dimethylamino)ethyl)-2-oxo-6-(trifluoromethyl)-1,2-dihydropyridine-3-carboxamide